C(C)(C)C1=NOC(=N1)N1CCC(CC1)[C@@H](C)OC=1SC2=NC(=CC=C2N1)C1=C(C=C(C=C1)S(=O)(=O)C)C 2-((R)-1-(1-(3-isopropyl-1,2,4-oxadiazol-5-yl)piperidin-4-yl)ethoxy)-5-(2-methyl-4-(methylsulfonyl)phenyl)thiazolo[5,4-b]pyridine